3-bromo-2-(((tert-butyldiphenylsilyl)oxy)methyl)-5-chloropyridine BrC=1C(=NC=C(C1)Cl)CO[Si](C1=CC=CC=C1)(C1=CC=CC=C1)C(C)(C)C